BrC=1C=CC(NC1)=O 5-bromopyridin-2(1H)-one